C=C(C(=O)OC)C(C)C1=CC=CC=C1 Methyl 2-methylene-3-phenylbutanoate